6-(2-Hydroxy-5-methoxybenzylamino)-9-β-D-arabinofuranosylpurin OC1=C(CNC2=C3N=CN(C3=NC=N2)[C@H]2[C@@H](O)[C@H](O)[C@H](O2)CO)C=C(C=C1)OC